C(C)(C)(C)OC(=O)N1CCC(C1)=C 4-methylenepyrrolidine-1-carboxylic acid tert-butyl ester